C(C1=CC=CC=C1)N(C=1C=CC(=NC1N(CC1=CC=CC=C1)CC1=CC=CC=C1)[C@@H]1N(CC[C@](C1)(O)C(F)F)C(=O)O)CC1=CC=CC=C1 (2R,4R)-2-[5,6-bis(dibenzylamino)pyridin-2-yl]-4-(difluoromethyl)-4-hydroxy-piperidine-1-carboxylic acid